O1C(CCCC1)COC(C(CC(C)C)SC1=C(C=C(C(=C1)N1C(N(C(=CC1=O)C(F)(F)F)C)=O)F)Cl)=O tetrahydro-2H-pyran-2-ylmethyl-2-({2-chloro-4-fluoro-5-[3-methyl-2,6-dioxo-4-(Trifluoromethyl)-3,6-dihydropyrimidin-1(2H)-yl]phenyl}sulfanyl)-4-methylpentanoate